bis(isobutyryl)-phenylphosphine oxide C(C(C)C)(=O)P(C1=CC=CC=C1)(C(C(C)C)=O)=O